BrC1=CC2=C(CS(C2)(=O)=O)C=C1 5-bromo-1,3-dihydro-2-benzothiophene 2,2-dioxide